FC=1C=2N(CCC(C1)O)N=C1C2CN([C@@H](C1)C)C(=O)OC(C)(C)C (3R)-tert-butyl 11-fluoro-9-hydroxy-3-methyl-3,4,8,9-tetrahydro-1H-pyrido[4',3':3,4]pyrazolo[1,5-a]azepine-2(7H)-carboxylate